ClC=1C=C(C=CC1OC(F)(F)F)C=1N=C(SC1)SC=1N=NNC1C(=O)O 4-((4-(3-chloro-4-(trifluoromethoxy)phenyl)thiazol-2-yl)thio)-1H-1,2,3-triazole-5-carboxylic acid